4-(5-(4-Fluorophenoxy)pyridin-3-yl)-6-methyl-1-tosyl-1H-pyrrolo[2,3-c]pyridin-7(6H)-one FC1=CC=C(OC=2C=C(C=NC2)C=2C3=C(C(N(C2)C)=O)N(C=C3)S(=O)(=O)C3=CC=C(C)C=C3)C=C1